C(C(C)(C)C)OB(O)C1=CC=NN1C (1-methyl-1H-pyrazol-5-yl)boronic acid neopentyl ester